2,3-dihydro-1H-benzisoquinoline-1,3-dione C1(NC(CC2=CC=C3C(=C12)C=CC=C3)=O)=O